5-(4-(((1R,3S)-3-aminocyclopentyl)amino)-3-((Z)-N'-(2-chlorophenyl)carbamimidoyl)pyrrolo[1,2-b]pyridazin-6-yl)-4-methylpicolinamide N[C@@H]1C[C@@H](CC1)NC=1C=2N(N=CC1/C(/N)=N/C1=C(C=CC=C1)Cl)C=C(C2)C=2C(=CC(=NC2)C(=O)N)C